[Na].[Na].[Ca] calcium disodium